C(C)(C)(C)OC(=O)N1C2CCC1C(C=1C(=NC=CC12)F)=C.CC(=O)C acetone tert-butyl-(±)-1-fluoro-9-methylene-6,7,8,9-tetrahydro-5H-5,8-epiminocyclohepta[c]pyridine-10-carboxylate